CN1N=C(C(=C1)C(C)C1=C(C=CC2=C1NC(=NS2(=O)=O)NCC2=CC(=CC=C2)F)F)C 5-(1-(1,3-dimethyl-1H-pyrazol-4-yl)ethyl)-6-fluoro-3-((3-fluorobenzyl)amino)-4H-benzo[e][1,2,4]thiadiazine 1,1-dioxide